(2S,4R)-4-methyl-N-{(2S)-1-oxo-3-[(3S)-2-oxopyrrolidin-3-yl]-1-[4-(trifluoromethyl)-1,3-benzothiazol-2-yl]propan-2-yl}-1-[N-(trifluoroacetyl)-L-valyl]piperidine-2-carboxamide C[C@H]1C[C@H](N(CC1)C([C@@H](NC(C(F)(F)F)=O)C(C)C)=O)C(=O)N[C@H](C(C=1SC2=C(N1)C(=CC=C2)C(F)(F)F)=O)C[C@H]2C(NCC2)=O